methyl 6-(chlorosulfonyl)-3-fluoro-2-trifluoromethylbenzoate ClS(=O)(=O)C1=CC=C(C(=C1C(=O)OC)C(F)(F)F)F